di(4-chlorophenyl)phosphorus oxide ClC1=CC=C(C=C1)[P](C1=CC=C(C=C1)Cl)=O